C[C@@H]1N(CCN(C1)C)C1=CC=CC(=N1)NC1=CC2=C(C=N1)SC(=N2)C2=NC=CC=C2C 6-[(2S)-2,4-Dimethylpiperazin-1-yl]-N-[2-(3-methylpyridin-2-yl)-[1,3]thiazolo[5,4-c]pyridin-6-yl]pyridin-2-amine